F[C@@H](C1(COC1)C=1C=C(N)C=CC1)C1=NN=CN1C 3-[3-[(S)-fluoro-(4-methyl-1,2,4-triazol-3-yl)methyl]oxetan-3-yl]aniline